3-(prop-1-en-2-yl)bicyclo[4.2.0]oct-1(6),2,4-trien-2-ol C=C(C)C1=C(C=2CCC2C=C1)O